C(C1=CC=CC=C1)N(C(O)=O)C(C1=CC=C(C=C1)CNC([C@H](C)NC(=O)C1NC[C@@H](C1)C1=CC=NC=C1)=O)=N.C1(=CC=CC=C1)P(C(C)P(C1=CC=CC=C1)C1=CC=CC=C1)C1=CC=CC=C1 1,1-bis(diphenylphosphino)ethane benzyl-(imino(4-(((2S)-2-((4S)-4-(pyridin-4-yl)pyrrolidine-2-carboxamido)propanamido)methyl)phenyl)methyl)carbamate